8-cyclobutyl-N-[(4-methoxyphenyl)methyl]-2-(morpholin-4-yl)pyrazolo[1,5-a][1,3,5]triazin-4-amine C1(CCC1)C=1C=NN2C1N=C(N=C2NCC2=CC=C(C=C2)OC)N2CCOCC2